BrC=1C=CC=C2C(C(N(C(C12)=O)CC1=NC=C(C=C1)C=1OC(=NN1)C(F)F)=O)(C)C 8-bromo-2-((5-(5-(difluoromethyl)-1,3,4-oxadiazole-2-yl)pyridine-2-yl)methyl)-4,4-dimethylisoquinoline-1,3(2H,4H)-dione